FC(C(C(F)(F)F)OC(=O)N1CCN(CC1)CC1=C(O[C@H](C(=O)O)C)C=C(C=C1)C(F)(F)F)(F)F (S)-2-(2-((4-(((1,1,1,3,3,3-Hexafluoropropan-2-yl)oxy)carbonyl)piperazin-1-yl)methyl)-5-(trifluoromethyl)phenoxy)propanoic acid